2-[(3-HYDROXYPROPYL)AMINO]PROPANOIC ACID OCCCNC(C(=O)O)C